BrC1=C(C(C=O)=C(C=C1)Br)C=O 3,6-dibromophthalaldehyde